COC([C@@H](C)F)=O.NC1=C(N)C=CC(=C1C1=CC=CC=C1)N 2,4-diamino-m-phenyl-aniline methyl-(R)-2-fluoropropanoate